O[Al+2].C(C(C)C)C1CC(C(CC1)C(=O)[O-])C(=O)[O-] 4-isobutylcyclohexane-1,2-dicarboxylic acid hydroxyaluminum salt